ClC1=CC=C2C(=N1)N(C=C2C=2C(=CC(=NC2)NC(OC(C)(C)C)=O)C)COCC[Si](C)(C)C tert-butyl N-[5-(6-chloro-1-[[2-(trimethylsilyl)ethoxy]methyl]pyrrolo[2,3-b]pyridin-3-yl)-4-methylpyridin-2-yl]carbamate